C(=O)(OC(C)(C)C)N[C@@H](CCO)C(=O)O Boc-L-homoserine